O=C1NC=2C(=NC=CC2)N1C=1C=2N(C(=CC1)C[C@@H](C(=O)OC)NC(C1=CC=CC=C1)(C1=CC=CC=C1)C1=CC=CC=C1)C=CN2 methyl (S)-3-(8-(2-oxo-1,2-dihydro-3H-imidazo[4,5-b]pyridin-3-yl)imidazo[1,2-a]pyridin-5-yl)-2-(tritylamino)propanoate